BrC=1C2(C3=CC=C(C=C3C1)OC)CCC(CC2)(C#N)NC2=CC(=CC=C2)Cl (1s,4s)-2'-bromo-4-(3-chloroanilino)-5'-methoxyspiro[cyclohexane-1,1'-indene]-4-carbonitrile